(2s,4r)-4-cyclopentyl-1-((4-phenoxybenzoyl)glycyl)pyrrolidine-2-carboxylic acid C1(CCCC1)[C@H]1C[C@H](N(C1)C(CNC(C1=CC=C(C=C1)OC1=CC=CC=C1)=O)=O)C(=O)O